(R)-4-(1-(1-(2,6-dichloro-3-cyclopropylphenyl)ethyl)-1H-[1,2,3]triazolo[4,5-c]pyridin-6-yl)furan-2-carboxylic acid ClC1=C(C(=CC=C1C1CC1)Cl)[C@@H](C)N1N=NC=2C=NC(=CC21)C=2C=C(OC2)C(=O)O